1,4-diaminohexamethylenediamine NC(CCC(CCN)N)N